NCCNCCC[Si](OCC)(OCC)OCC N-aminoethyl-3-aminopropyltrisEthoxysilane